ClC1=CC=C(C=C1)CNC(=O)C=1C(=NC(=CC1C)N1C[C@H](OCC1)COC)C(C)C N-[(4-Chlorophenyl)-methyl]-2-isopropyl-6-[(2S)-2-(methoxymethyl)-morpholin-4-yl]-4-methyl-pyridine-3-carboxylic acid amide